3-bromo-8-(4,6-diphenyl-1,3,5-triazin-2-yl)-12-phenyl-12H-benzo[4,5]thieno[2,3-a]carbazole BrC1=CC=2C=3C=CC4=C(C3N(C2C=C1)C1=CC=CC=C1)SC1=C4C=C(C=C1)C1=NC(=NC(=N1)C1=CC=CC=C1)C1=CC=CC=C1